1-(cyclopropylmethyl)-1H-pyrazolo[3,4-c]pyridin-5-amine C1(CC1)CN1N=CC=2C1=CN=C(C2)N